4-(2-(1H-imidazole-1-yl)pyrimidine-4-carbonyl)piperazine-1-carboxylic acid tert-butyl ester C(C)(C)(C)OC(=O)N1CCN(CC1)C(=O)C1=NC(=NC=C1)N1C=NC=C1